2,6-bis(2-propyn-1-ylthio)naphthalene C(C#C)SC1=CC2=CC=C(C=C2C=C1)SCC#C